ClC=1C(=C(C=CC1)C(COC)NC=1C2=C(N=CN1)C=CC(=N2)O[C@@H]2CN(CC2)C(=O)OC(C)(C)C)F tert-Butyl (3S)-3-((4-((1-(3-chloro-2-fluorophenyl)-2-methoxyethyl)amino)pyrido[3,2-d]pyrimidin-6-yl)oxy)pyrrolidine-1-carboxylate